5-amino-8-((cis)-2,6-dimethyltetrahydro-2H-pyran-4-yl)-7-phenyl-2-(3,3,3-trifluoropropyl)-[1,2,4]triazolo[4,3-c]pyrimidin-3(2H)-one NC1=NC(=C(C=2N1C(N(N2)CCC(F)(F)F)=O)C2CC(OC(C2)C)C)C2=CC=CC=C2